OCCC[C@H]1N(C(OC1)(C)C)C(=O)OC(C)(C)C tert-butyl (R)-4-(3-hydroxypropyl)-2,2-dimethyloxazolidine-3-carboxylate